(1S,9S)-1-((S)-1-acetamido-3-hydroxypropyl)-9-ethyl-5-fluoro-4-methyl-10,13-dioxo-2,3,9,10,13,15-hexahydro-1H,12H-benzo[de]pyrano[3',4':6,7]indolizino[1,2-b]quinolin-9-yl acetate C(C)(=O)O[C@@]1(C(OCC=2C(N3CC=4C(=NC=5C=C(C(=C6C5C4[C@H](CC6)[C@H](CCO)NC(C)=O)C)F)C3=CC21)=O)=O)CC